4,4'-(perfluoropropane-2,2-diyl)diphthalic acid FC(C(C(F)(F)F)(C=1C=C(C(C(=O)O)=CC1)C(=O)O)C=1C=C(C(C(=O)O)=CC1)C(=O)O)(F)F